SCCC(=O)OC methyl 3-mercaptopropionate